1-(4-(2-(4-(3-Morpholinopropoxy)phenyl)thiazol-4-yl)phenyl)-3-phenylurea O1CCN(CC1)CCCOC1=CC=C(C=C1)C=1SC=C(N1)C1=CC=C(C=C1)NC(=O)NC1=CC=CC=C1